(R)-3-((1-(2-(9-acetyl-3,9-diazaspiro[5.5]undecan-3-yl)-3,6-dimethyl-4-oxo-3,4-dihydroquinazolin-8-yl)ethyl)amino)-6-chloro-N-(methylsulfonyl)picolinamide C(C)(=O)N1CCC2(CCN(CC2)C2=NC3=C(C=C(C=C3C(N2C)=O)C)[C@@H](C)NC=2C(=NC(=CC2)Cl)C(=O)NS(=O)(=O)C)CC1